OC=1C(NC=NC1CCC1=CC=C(C=C1)C#CC1=NC=C(C=C1)CN1CCOCC1)=O 5-hydroxy-6-(4-((5-(morpholinomethyl)pyridin-2-yl)ethynyl)phenethyl)pyrimidin-4(3H)-one